COC1=C(C=CC=C1)S(=O)(=O)NC1=NOC2=C1C1=C(C(=C2)CN2N=CC(=C2)CNC(OC)=O)OCCO1 methyl ((1-((9-((2-methoxyphenyl)sulfonamido)-2,3-dihydro-[1,4]dioxino[2',3':5,6]benzo[1,2-d]isoxazol-5-yl)methyl)-1H-pyrazol-4-yl)methyl)carbamate